[Br-].CN(C)CCCCCC[N+](C)(C)CC N-dimethylaminohexyl-2-ethyl-dimethyl-ammonium bromide